N[C@@H]1C2=CC=CC=C2CC12CCN(CC2)C=2N=CC(=NC2)SC2=C(C(=C(C#N)C=C2)P(=O)(C)C)Cl (S)-4-((5-(1-amino-1,3-dihydrospiro[indene-2,4'-piperidin]-1'-yl)pyrazin-2-yl)thio)-3-chloro-2-(dimethylphosphoryl)benzonitrile